2-methyl-N-(tetrahydrofuran-3-yl)-5-((2-(trifluoromethyl)pyridin-3-yl)methoxy)benzofuran CC=1OC2=C(C1)C=C(C=C2)OCC=2C(N(C=CC2)C2COCC2)C(F)(F)F